[Na+].CC1([C@@H](N2C([C@H]([C@H]2S1)NC(CC1=CC=CC=C1)=O)=O)C(=O)[O-])C (2S,5R,6R)-3,3-dimethyl-6-(2-phenylacetylamino)-7-oxo-4-thia-1-azabicyclo[3.2.0]Heptane-2-carboxylic acid sodium salt